2-(4-chlorophenyl)-N-{[3-(2,6-dioxopiperidin-3-yl)-2-methylquinolin-7-yl]methyl}-2,2-difluoroacetamide ClC1=CC=C(C=C1)C(C(=O)NCC1=CC=C2C=C(C(=NC2=C1)C)C1C(NC(CC1)=O)=O)(F)F